((1S,3R)-3-((5-Chloro-4-(1H-indol-3-yl)pyrimidin-2-yl)amino)cyclopentyl)carbamate ClC=1C(=NC(=NC1)N[C@H]1C[C@H](CC1)NC([O-])=O)C1=CNC2=CC=CC=C12